BrC=1C(=NC(=NC1)Cl)NC1=C(C=CC=C1)CS(=O)(=O)N (2-((5-bromo-2-chloropyrimidin-4-yl)amino)phenyl)methylsulfonamide